4-(hydroxymethyl)phenyl 4-(2-azidoethoxy)benzoate N(=[N+]=[N-])CCOC1=CC=C(C(=O)OC2=CC=C(C=C2)CO)C=C1